((tert-butyl-(dimethyl)silyl)oxymethyl)pyridin-3-amine C(C)(C)(C)[Si](OCC1=NC=CC=C1N)(C)C